piperidine-4-carboxylic acid-potassium salt [K+].N1CCC(CC1)C(=O)[O-]